N-(3-(2-(1,1-difluoroethyl)-6-methoxypyrimidin-4-yl)-1-methyl-1H-pyrrolo[2,3-c]pyridin-5-yl)acetamide FC(C)(F)C1=NC(=CC(=N1)C1=CN(C2=CN=C(C=C21)NC(C)=O)C)OC